CC(CC[C@@H](C(=O)O)NC(=O)N1CCOCC1)(C)C (S)-5,5-dimethyl-2-(morpholin-4-carboxamido)hexanoic acid